[OH-].[NH4+].[NH4+].OC(C(=O)[O-])C.OC(C(=O)[O-])C.[Ti+] titanium di(2-hydroxy propionate) di-ammonium hydroxide